C(#N)CCC=1C=C2C(=C(C(=NC2=C(C1C1=C(C(=CC=C1)Cl)Cl)F)C)C(=O)OCC)N[C@H]1[C@H]2CN([C@@H]1C2)C(=O)OC(C)(C)C tert-butyl (1R,4R,5S)-5-(((Ra)-6-(2-cyanoethyl)-7-(2,3-dichlorophenyl)-3-(ethoxycarbonyl)-8-fluoro-2-methylquinolin-4-yl)amino)-2-azabicyclo[2.1.1]hexane-2-carboxylate